FC1=C(C(=CC=C1C(=O)C1=CNC2=NC=C(C=C21)C2=C(C=C(C=C2)F)C)F)NS(=O)(=O)CCCC N-(2,6-difluoro-3-(5-(4-fluoro-2-methylphenyl)-1H-pyrrolo[2,3-b]pyridine-3-carbonyl)phenyl)butane-1-sulfonamide